C(#C)C1=C(C(N(C=2N=C(N=CC21)NC2=CC=C(C=C2)N2CCN(CC2)C)CC2=CC=NN2C)=O)C 5-ethynyl-6-methyl-8-((1-methyl-1H-pyrazol-5-yl)methyl)-2-((4-(4-methylpiperazin-1-yl)phenyl)amino)pyrido[2,3-d]pyrimidin-7(8H)-one